FC(C(=O)O)(F)F.FC(C1=C(C=CC=C1)S(=O)(=O)C(C1CCNCC1)(F)F)F 4-(((2-(Difluoromethyl)phenyl)sulfonyl)difluoromethyl)piperidine trifluoroacetic acid salt